FC=1C(=NC(=NC1)NC1=C(C(=CC=C1)S(=O)(=O)C)F)C1=CNC2=C(C=CC=C12)[N+](=O)[O-] 5-fluoro-N-(2-fluoro-3-(methylsulfonyl)phenyl)-4-(7-nitro-1H-indol-3-yl)pyrimidin-2-amine